[Li].C(C)(C)OC1=CC=2N(C=C1C(=O)O)C=C(N2)C21COC(CC2)(C1)C 7-isopropoxy-2-(1-methyl-2-oxabicyclo[2.2.1]hept-4-yl)imidazo[1,2-a]pyridine-6-carboxylic acid lithium